C12(CC(C1)C2)NS(=O)(=O)C2=CC=C(C=C2)NC([C@@H](CC2=CC=CC=C2)NC(C2=CC=C(C=C2)F)=O)=O (R)-N-(1-(4-(N-bicyclo[1.1.1]pent-1-ylsulfamoyl)phenylamino)-1-oxo-3-phenylprop-2-yl)-4-fluorobenzamide